ClC1=CC=C2C(NC(=NC2=C1)NC1=CC(=CC=C1)OC)=O 7-chloro-2-((3-methoxyphenyl)amino)quinazoline-4(3H)-One